ClC=1C=C2C(=CC1)NC([C@@]21N[C@H](CC2=C1NC1=CC(=C(C=C21)F)Cl)C)=O (1'R,3'S)-5,7'-dichloro-6'-fluoro-3'-methyl-2',3',4',9'-tetrahydrospiro[indoline-3,1'-pyrido[3,4-b]indol]-2-one